15-((3-((1r,4r)-4-(4-chlorophenyl)cyclohexyl)-1,4-dioxo-1,4-dihydronaphthalen-2-yl)oxy)pentadecanoic acid ClC1=CC=C(C=C1)C1CCC(CC1)C1=C(C(C2=CC=CC=C2C1=O)=O)OCCCCCCCCCCCCCCC(=O)O